C(C)(C)OC(C)(C)C=1N=C(SC1)NC(N(CCC1=CC=NC=C1)C)=O 3-(4-(2-isopropoxypropan-2-yl)thiazol-2-yl)-1-methyl-1-(2-(pyridin-4-yl)ethyl)urea